tert-butyl-4-(2-(((2-bromo-6-methylpyridin-4-yl)amino)methyl)-6-cyclopropylimidazo[1,2-a]pyridin-8-yl)piperazine C(C)(C)(C)N1CCN(CC1)C=1C=2N(C=C(C1)C1CC1)C=C(N2)CNC2=CC(=NC(=C2)C)Br